O[C@]1(CCC2=CC=3CCCC3C(=C12)NC(=O)N=[S@@](=O)(N)C=1C=NN2C1OCCC2)C(F)(F)F (S)-N'-(((S)-3-hydroxy-3-(trifluoromethyl)-1,2,3,5,6,7-hexahydro-s-indacen-4-yl)carbamoyl)-6,7-dihydro-5H-pyrazolo[5,1-b][1,3]oxazine-3-sulfonimidamide